5-chloro-3-hydroxy-8-((1-(oxetan-3-yl)-1H-indazol-6-yl)sulfonyl)quinazoline-2,4(1H,3H)-dione ClC1=C2C(N(C(NC2=C(C=C1)S(=O)(=O)C1=CC=C2C=NN(C2=C1)C1COC1)=O)O)=O